ethyl 2-({(E)-[2-chloro-5-(3,5-dimethyl-2,6-dioxo-4-sulfanylidene-1,3,5-triazinan-1-yl)-4-fluorobenzylidene] amino} oxy)propanoate ClC1=C(\C=N\OC(C(=O)OCC)C)C=C(C(=C1)F)N1C(N(C(N(C1=O)C)=S)C)=O